6,8-dibromo-7-hydroxy-4'-methoxyisoflavone BrC=1C=C2C(C(=COC2=C(C1O)Br)C1=CC=C(C=C1)OC)=O